P(O)(N)OC[C@@H]1[C@H]([C@]([C@@H](O1)N1C(=O)N=C(N)C=C1)(O)OC)O 2'-methoxycytidine phosphoramidite